C(#N)C1CC2(C1)CC(N(CC2)CC2=C1C=CNC1=C(C=C2OC)C)C2=CC=C(C(=O)NC(CN1CCCC1)(C)C)C=C2 4-(2-cyano-7-((5-methoxy-7-methyl-1H-indol-4-yl)methyl)-7-azaspiro[3.5]nonan-6-yl)-N-(2-methyl-1-(pyrrolidin-1-yl)propan-2-yl)benzamide